3-(9-((4-((tert-butoxycarbonyl)amino)benzyl)carbamoyl)-4,5-dihydrobenzo[b]thieno[2,3-d]oxepin-8-yl)-6-(propylcarbamoyl)picolinic acid C(C)(C)(C)OC(=O)NC1=CC=C(CNC(=O)C2=CC3=C(OCCC4=C3SC=C4)C=C2C=2C(=NC(=CC2)C(NCCC)=O)C(=O)O)C=C1